3-(4-(4-Carbamoylpiperazin-1-yl)-6-methylpyrimidin-2-yl)imidazo[1,2-a]pyrazine-6-carboxamide C(N)(=O)N1CCN(CC1)C1=NC(=NC(=C1)C)C1=CN=C2N1C=C(N=C2)C(=O)N